CCCCCCCCCCCCCCCCCCCCCCCCCCCCCCCCCCCCCCCCCCCCCCCCCCCC n-Dopentacontane